(1R,5R,6R)-3-(8-fluoro-2-(((2R,7aS)-2-fluorohexahydro-1H-pyrrolizin-7a-yl)methoxy)-7-(3-hydroxy-5-methylnaphthalen-1-yl)pyrido[4,3-d]pyrimidin-4-yl)-3-azabicyclo[3.2.1]octan-6-ol FC1=C(N=CC2=C1N=C(N=C2N2C[C@H]1C[C@H]([C@@H](C2)C1)O)OC[C@]12CCCN2C[C@@H](C1)F)C1=CC(=CC2=C(C=CC=C12)C)O